1-(3-chloro-2-fluorobenzyl)-4-((3-fluoro-4-(3-hydroxyoxetan-3-yl)-6-((5-methyl-1H-pyrazol-3-yl)-amino)pyridin-2-yl)methyl)piperidine-4-carboxylic acid ClC=1C(=C(CN2CCC(CC2)(C(=O)O)CC2=NC(=CC(=C2F)C2(COC2)O)NC2=NNC(=C2)C)C=CC1)F